C(CCCCCCCCCCCCCCCCCCCCC)(=O)[O-].[K+] potassium behenate salt